methyl 3-bromo-1-(tetrahydro-2H-pyran-2-yl)-1H-1,2,4-triazole-5-carboxylate BrC1=NN(C(=N1)C(=O)OC)C1OCCCC1